1-(5Z,8Z,11Z,14Z-eicosatetraenoyl)-2-(7Z,10Z,13Z,16Z-docosatetraenoyl)-glycero-3-phosphocholine CCCCC/C=C\C/C=C\C/C=C\C/C=C\CCCCCC(=O)O[C@H](COC(=O)CCC/C=C\C/C=C\C/C=C\C/C=C\CCCCC)COP(=O)([O-])OCC[N+](C)(C)C